ClC1=C2CCN([C@@H](C2=C(C=C1)OCC=1N=NN(C1C(F)F)C)CN1C(CCC1)=O)C(=O)C1COCC1 3-((S)-5-Chloro-8-((5-(difluoromethyl)-1-methyl-1H-1,2,3-triazol-4-yl)methoxy)-1-((2-oxopyrrolidin-1-yl)methyl)-1,2,3,4-tetrahydroisochinolin-2-carbonyl)tetrahydrofuran